C(C)(=O)O[C@H]1[C@@H](SC=2C(=NC=C(C2)Cl)C#N)O[C@@H]([C@@H]([C@@H]1N1N=NC(=C1)C=1N=C(SC1)Cl)OC(C)=O)COC(C)=O 5-chloro-2-cyanopyridin-3-yl 2,4,6-tri-O-acetyl-3-[4-(2-chlorothiazol-4-yl)-1H-1,2,3-triazol-1-yl]-3-deoxy-1-thio-alpha-D-galactopyranoside